methyl benzoate C(C1=CC=CC=C1)(=O)OC